1-((benzyloxy)methyl)-N-methoxy-N-methyl-2-oxabicyclo[2.2.2]octane-4-carboxamide C(C1=CC=CC=C1)OCC12OCC(CC1)(CC2)C(=O)N(C)OC